FC1(CCN(CC1)CCNC(=O)C=1C=C(C(=NC1)C)NC(=O)C=1C=NN2C1SC(=C2)C2=CC=NC=C2)F N-(5-((2-(4,4-difluoropiperidin-1-yl)ethyl)carbamoyl)-2-methylpyridin-3-yl)-2-(pyridin-4-yl)pyrazolo[5,1-b]thiazole-7-carboxamide